(D-phenylalanyl-D-leucyl-D-lysyl)-2-acetyl-2,7-diazaspiro[3.5]nonane N[C@H](CC1=CC=CC=C1)C(=O)N[C@H](CC(C)C)C(=O)N[C@H](CCCCN)C(=O)C1N(CC12CCNCC2)C(C)=O